tert-Butyl (1-((5-bromo-2-cyano-3-(methylthio)phenoxy)methyl)cyclohexyl)-carbamate BrC=1C=C(C(=C(OCC2(CCCCC2)NC(OC(C)(C)C)=O)C1)C#N)SC